(S)-3-(methylamino)pyrrolidine CN[C@@H]1CNCC1